C(C1=CC=CC=C1)OC1=C(C=C(C=C1)/C=C/C(=O)NC1(CCCCC1)C(=O)O)OC (E)-1-(3-(4-(benzyloxy)-3-methoxyphenyl)acrylamido)cyclohexane-1-carboxylic acid